3-(carbamimidoyl-sulfanyl)(2,2-2H)-propanoic acid C(N)(=N)SCC(C(=O)O)([2H])[2H]